C(#N)C1=C(C(=CC=C1)C#N)[C@H]([C@@H](C)C=1N(C(C(=C(N1)C(=O)NC=1C=NOC1)O)=O)C)C=1C=NN(C1)C 2-((1S,2R)-1-(2,6-dicyanophenyl)-1-(1-methyl-1H-pyrazol-4-yl)propan-2-yl)-5-hydroxy-N-(isoxazol-4-yl)-1-methyl-6-oxo-1,6-dihydropyrimidine-4-carboxamide